COCC1(NC(NC1=O)=O)CC(C(=O)OC(C)(C)C)C tert-butyl 3-[4-(methoxymethyl)-2,5-dioxo-imidazolidin-4-yl]-2-methyl-propanoate